decane HCl salt Cl.CCCCCCCCCC